3-(4-((4-Aminobutyl)(pentyl)amino)-1-oxo-isoindolin-2-yl)piperidine-2,6-dione hydrochloride Cl.NCCCCN(C1=C2CN(C(C2=CC=C1)=O)C1C(NC(CC1)=O)=O)CCCCC